C(C=C)(=O)N1C[C@H](CCC1)C(=O)NC=1C=CC(=NC1)NC(C1=NC(=CC=C1)C=1C=NOC1)=O (S)-N-(5-(1-acryloylpiperidine-3-carboxamido)pyridin-2-yl)-6-(isoxazol-4-yl)picolinamide